(5-chloro-6-((2-methyl-2H-1,2,3-triazol-4-yl)methoxy)-1H-indol-2-yl)methanamine ClC=1C=C2C=C(NC2=CC1OCC1=NN(N=C1)C)CN